O[C@@H]1C[C@H](N(C1)C([C@@H](C(C)C)C1=CC(=NO1)N1CCNCC1)=O)C(=O)N[C@@H](C)C1=CC=C(C=C1)C1=C(N=CS1)C (2S,4R)-4-Hydroxy-1-[(2S)-3-methyl-2-(3-piperazin-1-ylisoxazol-5-yl)butanoyl]-N-[(1S)-1-[4-(4-methylthiazol-5-yl)phenyl]ethyl]pyrrolidine-2-carboxamide